4-(acetoxyimino)-4-(3-chlorophenyl)-2-butenoic acid ethyl ester C(C)OC(C=CC(C1=CC(=CC=C1)Cl)=NOC(C)=O)=O